dimethyl-(2-naphthyl)sulfoxonium C[S+](=O)(C1=CC2=CC=CC=C2C=C1)C